ClC1=CC=C(C(=C1)N(C)C1CCCCC1)N 5-chloro-N1-cyclohexyl-N1-methylbenzene-1,2-diamine